N-((4-methyl-5-isopropyl-3-(4-((2-(trifluoromethyl)imidazol-1-yl)methyl)phenyl)thiophen-2-yl)sulfonyl)-1-((pyridin-2-ylmethyl)amino)formamide CC=1C(=C(SC1C(C)C)S(=O)(=O)NC(=O)NCC1=NC=CC=C1)C1=CC=C(C=C1)CN1C(=NC=C1)C(F)(F)F